BrC1=C(C=C(C=C1)Br)B(O)O (2,5-dibromophenyl)boronic acid